4-(3-methacryloxy-2-hydroxypropyl)-phenylpropan C(C(=C)C)(=O)OCC(CC1=CC=C(C=C1)CCC)O